CP(=O)(C)C1=NN2C(CNCC2)=C1 2-dimethylphosphoryl-4,5,6,7-tetrahydropyrazolo[1,5-a]pyrazine